ethyl 1-cyclopropyl-6,7-difluoro-8-methoxy-4-oxo-1,4-dihydroquinoline-3-carboxylate C1(CC1)N1C=C(C(C2=CC(=C(C(=C12)OC)F)F)=O)C(=O)OCC